C(C)(C)(C)OC(=O)N1[C@H](CC2(CC(C2)(F)F)CC1)C=1C=NN(C1)C |r| (RS)-2,2-difluoro-6-(1-methyl-1H-pyrazol-4-yl)-7-azaspiro[3.5]nonane-7-carboxylic acid tert-butyl ester